2-[[3-(benzyloxy)phenyl](methyl)amino]ethanol C(C1=CC=CC=C1)OC=1C=C(C=CC1)N(CCO)C